C(C)(=O)O.FC=1C(=C(C=CC1F)C(=O)N1CC(C1)(O)CNC(=N)N)NC1=C(C=C(C=C1)I)F 1-{[1-({3,4-difluoro-2-[(2-fluoro-4-iodophenyl)amino]Phenyl}carbonyl)-3-hydroxyazetidin-3-yl]Methyl}guanidine acetate